BrC1=CC(=CS1)/C=C/C(=O)OCC ethyl (E)-3-(5-bromothiophen-3-yl)acrylate